CC=1C(=NC(=NC1)NC1CCC(CC1)N)C1=CN=C2N1C=C(C=C2)NC2=CC=CC=C2 (1r-4r)-N1-(5-Methyl-4-(6-(phenylamino)imidazo[1,2-a]pyridin-3-yl)pyrimidin-2-yl)cyclohexane-1,4-diamine